(2s,3r)-1-benzhydryl-2-methylazetidine-3-carbonitrile C(C1=CC=CC=C1)(C1=CC=CC=C1)N1[C@H]([C@@H](C1)C#N)C